6-chloro-1,5-dioxo-2,5-dihydro-1H-spiro[imidazo[1,5-a]pyridine-3,3'-piperidine]-1'-carboxylic acid tert-butyl ester C(C)(C)(C)OC(=O)N1CC2(CCC1)NC(C=1N2C(C(=CC1)Cl)=O)=O